C1(=CC=CC=C1)C(C1=CC=CC=C1)(C1=CC=CC=C1)C1(C(C(=C(C(=C1F)F)F)F)F)[B-](C1=C(C(=C(C(=C1F)F)F)F)F)(C1=C(C(=C(C(=C1F)F)F)F)F)C1=C(C(=C(C(=C1F)F)F)F)F Triphenylmethyl-tetrakis(pentafluorophenyl)borat